2-(4-chloro-3-fluoro-phenoxy)-N-[1-(hydrazinocarbonyl)-3-bicyclo[1.1.1]pentanyl]acetamide ClC1=C(C=C(OCC(=O)NC23CC(C2)(C3)C(=O)NN)C=C1)F